N-(2'-amino-5'H-spiro[chromane-4,4'-thiazol]-6-yl)-5-chloromethylpyridinamide NC=1SCC2(N1)CCOC1=CC=C(C=C12)NC(=O)C1=NC=C(C=C1)CCl